ClC1=CC=C(C=C1)C=CC(=O)C1=C(C=C(OC(C(=O)O)(C)C)C=C1)O 2-[4-[3-(4-Chlorophenyl)prop-2-enoyl]-3-hydroxyphenoxy]-2-methylpropanoic acid